(3,4-dihydroxybenzoyl)oxygen (S*)-tert-butyl-11,11-difluoro-8-(hydroxymethyl)-3,4,8,9,10,11-hexahydro-1H-pyrido[4',3':3,4]pyrazolo[1,5-a]azepine-2(7H)-carboxylate C(C)(C)(C)OC(=O)N1CC=2C(=NN3C2C(CC[C@@H](C3)CO)(F)F)CC1.OC=1C=C(C(=O)[O])C=CC1O |o1:17|